C(C)C(C(=O)O)CCCCCCCCCCCCCC.C(CCCCCCCCCCCCCCC)(=O)OCC ethyl palmitate (ethyl palmitate)